3-(2,6-difluoro-3,5-dimethoxyphenyl)-7-(1,3-dimethyl-1H-pyrazol-4-yl)-1-[(1,5-dimethyl-1H-pyrazol-4-yl)methyl]-3,4-dihydropyrido[4,3-d]pyrimidin-2(1H)-one FC1=C(C(=C(C=C1OC)OC)F)N1C(N(C2=C(C1)C=NC(=C2)C=2C(=NN(C2)C)C)CC=2C=NN(C2C)C)=O